(S)-2-((2-((4-chloro-2-fluorobenzyl)oxy)-3-(trifluoromethyl)-5,8-dihydro-1,7-naphthyridin-7(6H)-yl)methyl)-1-(oxetan-2-ylmethyl)-1H-thieno[2,3-d]imidazole-5-carbonitrile ClC1=CC(=C(COC2=NC=3CN(CCC3C=C2C(F)(F)F)CC=2N(C3=C(N2)SC(=C3)C#N)C[C@H]3OCC3)C=C1)F